[RuH2].C1(=CC=CC=C1)P(C1=CC=CC=C1)C1=CC=CC=C1 (triphenylphosphine) ruthenium dihydride